C(C)C(CC)N α-ethylpropylamine